Methyl (S,Z)-6-(benzyloxy)-2-((R)-2-(4-fluorophenyl)-2-methoxyethyl)hex-4-enoate C(C1=CC=CC=C1)OC\C=C/C[C@H](C(=O)OC)C[C@@H](OC)C1=CC=C(C=C1)F